OCC(C(=O)N)CCCCCCCCCCCCCCCCCCCC hydroxymethyl-behenamide